CC1=C(C=NO1)B1OC(C(O1)(C)C)(C)C 5-methyl-4-(4,4,5,5-tetramethyl-1,3,2-dioxaborolan-2-yl)isoxazole